CC1=C(OCC=2C=C(C=CC2OC)/C=C/C(=O)C2=CC=C(C=C2)O)C=C(C=C1)C (E)-3-[3-[(2,5-Dimethylphenoxy)methyl]-4-methoxyphenyl]-1-(4-hydroxyphenyl)prop-2-en-1-one